C(C)(C)(C)C1CCN(CC1)C(=O)NC1=CC(=C(C(=C1)C=1N=NNN1)C=1C=NC(=CC1)OCC)F 4-(tert-butyl)-N-(4-(6-ethoxypyridin-3-yl)-3-fluoro-5-(2H-tetrazol-5-yl)phenyl)piperidine-1-formamide